p-toluenesulfonyl-2H-2-pyrrolidone CC1=CC=C(C=C1)S(=O)(=O)[C-]1NC=CC1=O